3-(4-fluoro-2',4',5,6'-tetramethyl-[1,1'-biphenyl]-3-yl)propanoic acid ethyl ester C(C)OC(CCC=1C=C(C=C(C1F)C)C1=C(C=C(C=C1C)C)C)=O